(2s)-acrylate C(C=C)(=O)[O-]